ClC=1C=C(C=2N(N1)C(=NC2)[C@@H]2O[C@@H]([C@H]([C@H]2O)O)CO)NC2CCCC2 (2S,3R,4S,5R)-2-(2-chloro-4-(cyclopentylamino)imidazo[1,5-b]pyridazin-7-yl)-5-(hydroxymethyl)tetrahydrofuran-3,4-diol